5-(difluoromethyl)-2-methyl-3-((6-oxo-4-(1,1,2,2-tetrafluoroethyl)-1,6-dihydropyrimidine-5-Yl)oxy)benzonitrile FC(C=1C=C(C(=C(C#N)C1)C)OC1=C(N=CNC1=O)C(C(F)F)(F)F)F